FC1(CCC(CC1)N1CCC(CC1)C(=O)N(C1=CC=CC=C1)CC=1N=C2N(C=CC(=C2)C=2OC(=NN2)C(F)F)C1)F 1-(4,4-difluorocyclohexyl)-N-((7-(5-(difluoromethyl)-1,3,4-oxadiazol-2-yl)imidazo[1,2-a]pyridin-2-yl)methyl)-N-phenylpiperidine-4-carboxamide